C(C(C)(C)C)(=O)OC1CN(CC=C1)C(=O)OC(C)(C)C tert-butyl 3-(pivaloyloxy)-3,6-dihydropyridine-1(2H)-carboxylate